5-oxo-5H-thieno[3,2-b]pyran-6-carboxylic acid O=C1C(=CC2=C(O1)C=CS2)C(=O)O